4-(2-methyl-2-propanyl)cyclohexyl acetate C(C)(=O)OC1CCC(CC1)C(C)(C)C